N-naphthyl-1,4-phenylenediamine C1(=CC=CC2=CC=CC=C12)NC1=CC=C(C=C1)N